nonaneamide C(CCCCCCCC)(=O)N